6-chloro-N-methoxy-N-methyl-1-[[2-(trimethylsilyl)ethoxy]methyl]pyrrolo[3,2-c]pyridine-2-carboxamide ClC1=CC2=C(C=N1)C=C(N2COCC[Si](C)(C)C)C(=O)N(C)OC